pyridin-6-yl-2-[1-(pyridin-3-yl)azetidin-3-yl]ethanone N1=CC=CC=C1C(CC1CN(C1)C=1C=NC=CC1)=O